C(C)(C)(C)OC(=O)NC=1C(=CC=C2C=CC(=CC12)C1=CC=CC(=N1)C(=O)OC(C)(C)C)OS(=O)(=O)C(F)(F)F tert-butyl 6-[8-(tert-butoxycarbonylamino)-7-(trifluoromethyl-sulfonyloxy)-2-naphthyl]pyridine-2-carboxylate